COC1=C(N)C=CC(=C1)C=1C=NN(C1)C 2-methoxy-4-(1-methyl-1H-pyrazol-4-yl)aniline